ClC1=C(OC2CN(C2)C(CNC(=O)C=2N=NN(C2)C=2C=NC=CC2)=O)C=CC=C1 1-Pyridin-3-yl-1H-[1,2,3]triazole-4-carboxylic acid {2-[3-(2-chloro-phenoxy)-azetidin-1-yl]-2-oxo-ethyl}-amide